(2-bromo-4-chloro-5-methoxyphenyl)hydrazine BrC1=C(C=C(C(=C1)Cl)OC)NN